[5-[3-(2-hydroxyethoxy)prop-1-ynyl]-3-methyl-2-oxo-benzimidazol-1-yl]Piperazine OCCOCC#CC1=CC2=C(N(C(N2C)=O)N2CCNCC2)C=C1